tert-butyl (S)-3-((5-chloro-6-methoxypyridin-3-yl)oxy)pyrrolidine-1-carboxylate ClC=1C=C(C=NC1OC)O[C@@H]1CN(CC1)C(=O)OC(C)(C)C